(3R)-7-((S)-4-acryloyl-2-methylpiperazin-1-yl)-9-chloro-10-(2,4-difluorophenyl)-3-((1-methylpiperidin-4-yl)methyl)-2,3-dihydro-5H-[1,4]thiazino[2,3,4-ij]quinazolin-5-one C(C=C)(=O)N1C[C@@H](N(CC1)C1=NC(N2C3=C(C(=C(C=C13)Cl)C1=C(C=C(C=C1)F)F)SC[C@H]2CC2CCN(CC2)C)=O)C